6-(2-chloro-4-methylphenyl)-1H-indazole-4-carboxylic acid methyl ester COC(=O)C=1C=2C=NNC2C=C(C1)C1=C(C=C(C=C1)C)Cl